[Cu].[Zn] zinc copper salt